5-amino-6-(5-methyl-1H-indazol-4-yl)-2-(3-((2,2,2-trifluoroethyl)amino)pyridin-2-yl)pyrimidine-4-carboxamide NC=1C(=NC(=NC1C1=C2C=NNC2=CC=C1C)C1=NC=CC=C1NCC(F)(F)F)C(=O)N